2,2'-oxybis(N-(2-ethylhexyl)acetamide) O(CC(=O)NCC(CCCC)CC)CC(=O)NCC(CCCC)CC